C(C)OC(/C=C/C1(CCN(CC1)C(=O)OC(C)(C)C)F)=O tert-butyl 4-[(E)-3-ethoxy-3-oxo-prop-1-enyl]-4-fluoro-piperidine-1-carboxylate